1-[2-chloro-4-[[5-[6-(dimethylamino)-2,5-difluoro-3-pyridyl]-1-methyl-azole-2-carbonyl]amino]benzoyl]isonipecotic acid methyl ester COC(C1CCN(CC1)C(C1=C(C=C(C=C1)NC(=O)C=1N(C(=CC1)C=1C(=NC(=C(C1)F)N(C)C)F)C)Cl)=O)=O